C(C)OC=1C=CC2=C(OCCO2)C1 7-ethoxy-2,3-dihydro-benzo[1,4]dioxin